4-ethoxy-1-(oxetan-2-ylmethyl)-1H-benzo[D]imidazole-6-carboxylic acid C(C)OC1=CC(=CC=2N(C=NC21)CC2OCC2)C(=O)O